(1S,4r)-4-((5-(1-((S)-1-fluoropropan-2-yl)-1H-benzo[d][1,2,3]triazol-6-yl)-4-methoxypyrrolo[2,1-f][1,2,4]triazin-2-yl)amino)-1-methylcyclohexan-1-ol FC[C@H](C)N1N=NC2=C1C=C(C=C2)C=2C=CN1N=C(N=C(C12)OC)NC1CCC(CC1)(O)C